2-(1-benzyl-5-(4-(hydroxymethyl)phenyl)-1,4,5,6-tetrahydropyridin-3-yl)acetic acid ethyl ester C(C)OC(CC1=CN(CC(C1)C1=CC=C(C=C1)CO)CC1=CC=CC=C1)=O